trans-2-methyl-7-nitro-2,3,4,4a,10,10a-hexahydro-1H-benzo[b]pyrido[3,4-e][1,4]oxazine-6-carbonitrile CN1C[C@H]2NC=3C(O[C@@H]2CC1)=C(C(=CC3)[N+](=O)[O-])C#N